C(=O)(OC(C)(C)C)N[C@@H]1CC[C@H](CC1)C=O trans-4-(BOC-amino)cyclohexylformaldehyde